C(C)S(=O)(=O)C=1C=C(C=NC1N1CC=2C=NC(=CC2C1=O)C(F)(F)F)C(C#N)(C)C 2-[5-ethylsulfonyl-6-[1-oxo-6-(trifluoromethyl)-3H-pyrrolo[3,4-c]pyridin-2-yl]-3-pyridyl]-2-methyl-propanenitrile